ClC1=CC=C(C=C1)C1=C(CC[C@H](C1)C)C=O (R)-4'-chloro-5-methyl-3,4,5,6-tetrahydro-[1,1'-biphenyl]-2-carbaldehyde